C(CC)OCCCOCCC(=O)O 3-(3-propoxypropoxy)propionic acid